N1CC(C1)C1=NSC(=N1)C1=C(C=C(C=C1)Cl)Cl 3-(azetidin-3-yl)-5-(2,4-dichlorophenyl)-1,2,4-thiadiazole